3,5-diphenyl-1-((2-(trimethylsilyl)ethoxy)methyl)-1H-pyrazolo[3,4-b]pyridine C1(=CC=CC=C1)C1=NN(C2=NC=C(C=C21)C2=CC=CC=C2)COCC[Si](C)(C)C